CN1CCN(CC1)C1=NC=CC(=C1)NC=1N=CC2=C(N1)NC=C2C=2C=C1C=CC=NC1=CC2 N-(2-(4-Methylpiperazin-1-yl)pyridin-4-yl)-5-(quinolin-6-yl)-7H-pyrrolo[2,3-d]pyrimidin-2-amine